ethyl 3-(((3-(4-methoxybenzyl)-4-oxo-3,4-dihydrophthalazin-1-yl)methyl)(methyl)amino)propanoate COC1=CC=C(CN2N=C(C3=CC=CC=C3C2=O)CN(CCC(=O)OCC)C)C=C1